BrC=1C=CC(=NC1C)C(=O)NCCOC 5-bromo-N-(2-methoxyethyl)-6-methylpicolinamide